C1(CC1)C1=C(C(=NO1)C1=C(C=CC=C1Cl)Cl)COC1CCN(CC1)C1=CC=C(C=C1)C1=CC=C(C=C1)C(=O)O 4'-(4-((5-cyclopropyl-3-(2,6-dichlorophenyl)isoxazol-4-yl)methoxy)piperidin-1-yl)-[1,1'-biphenyl]-4-carboxylic acid